N-(3-aminopropyl)propionamide NCCCNC(CC)=O